CS(=O)(=O)C1=CC=2C3=C(NC2C=C1)CCN(C3)C(=O)C3=NNC(=C3)C(F)(F)F (8-Methylsulfonyl-1,3,4,5-tetrahydropyrido[4,3-b]indol-2-yl)-[5-(trifluoromethyl)-1H-pyrazol-3-yl]methanon